COCC1=NC2=C(N1)C=C(C=C2C(=O)NC=2C=NC=CC2)NC(=O)C2=C(C=CC=C2)C(F)(F)F 2-(Methoxymethyl)-N-(pyridin-3-yl)-6-({[2-(trifluoromethyl)phenyl]carbonyl}amino)-1H-benzoimidazole-4-carboxamide